C(C1=CC=CC=C1)(=O)NC=1C=2N=CN([C@H]3C[C@H](O)[C@@H](COC(C4=CC=C(C=C4)OC)(C4=CC=C(C=C4)OC)C4=CC=CC=C4)O3)C2N=CN1 N6-benzoyl-5'-O-(4,4'-dimethoxytrityl)-deoxyadenosine